ClC1=C(C(=NC=C1)CNC(=O)C1CCOCC1)OC N-((4-Chloro-3-methoxypyridin-2-yl)methyl)tetrahydro-2H-pyran-4-carboxamide